(5-(4-amino-7-methyl-7H-pyrrolo[2,3-d]pyrimidin-5-yl)pyridin-2-yl)-2-oxo-1-phenyl-1,2,4,5,6,7-hexahydropyrazolo[1,5-a]pyridine-3-carboxamide NC=1C2=C(N=CN1)N(C=C2C=2C=CC(=NC2)C2C=1N(CCC2)N(C(C1C(=O)N)=O)C1=CC=CC=C1)C